C(CC)(=O)N1C=CC2=CC(=CC=C12)C1=CC=C(C(=O)NCC2=NC=CC=C2)C=C1 4-(1-propionylindol-5-yl)-N-(pyridin-2-ylmethyl)benzamide